2,4-Diphenyl-1,3,5-triazin C1(=CC=CC=C1)C1=NC=NC(=N1)C1=CC=CC=C1